tert-butyl ((3S,6S,10aS)-3-((6S,7R)-7-cyano-6-(3-methoxyphenyl)-4-azaspiro[2.4]heptane-4-carbonyl)-5-oxodecahydropyrrolo[1,2-a]azocin-6-yl)carbamate C(#N)[C@@H]1[C@H](CN(C12CC2)C(=O)[C@@H]2CC[C@H]1N2C([C@H](CCCC1)NC(OC(C)(C)C)=O)=O)C1=CC(=CC=C1)OC